(2S,3S,4S,5S,6S)-2-((S)-2-acetoxy-1-fluoroethyl)-6-((((4-chlorobutyl)(methyl)amino)((5-nitrofuran-2-yl)methoxy)phosphoryl)oxy)tetrahydro-2H-pyran-3,4,5-triyl triacetate C(C)(=O)O[C@@H]1[C@H](O[C@H]([C@H]([C@H]1OC(C)=O)OC(C)=O)OP(=O)(OCC=1OC(=CC1)[N+](=O)[O-])N(C)CCCCCl)[C@H](COC(C)=O)F